5-propyl-pyrimidin-2-amine C(CC)C=1C=NC(=NC1)N